1,9-Dibromo-5-carbonyl-nonane BrCCCCC(CCCCBr)=C=O